N[C@H](C(=O)O)CCCCC(=O)O (2S)-2-aminopimelic acid